COC1=CC=C(COC=2C=C(C=C3C=CC=NC23)C#CC2=CC(=NN2C)CO)C=C1 (5-((8-((4-methoxybenzyl)oxy)quinolin-6-yl)ethynyl)-1-methyl-1H-pyrazol-3-yl)methanol